N-(3-(4-(3,5-dichloro-4-(3-chloro-2-hydroxypropoxy)phenethyl)phenoxy)-2-oxopropyl)methanesulfonamide ClC=1C=C(CCC2=CC=C(OCC(CNS(=O)(=O)C)=O)C=C2)C=C(C1OCC(CCl)O)Cl